C(C)(C)(C)C=1SC(=C(N1)C1=C(C(=CN1C)NS(=O)(=O)C1=C(C=CC=C1F)F)F)C1=NC(=NC=C1)NC1CC2(CS(C2)(=O)=O)C1 N-(5-(2-(tert-Butyl)-5-(2-((2,2-dioxido-2-thiaspiro[3.3]heptan-6-yl)amino)pyrimidin-4-yl)thiazol-4-yl)-4-fluoro-1-methyl-1H-pyrrol-3-yl)-2,6-difluorobenzenesulfonamide